2-(1-methyl-1H-pyrazol-3-yl)acetic acid CN1N=C(C=C1)CC(=O)O